2-(4-Bromopyridin-2-yl)-2-cyclobutylacetonitrile BrC1=CC(=NC=C1)C(C#N)C1CCC1